5-(difluoromethyl)-3-(2-(4-methylpiperazin-1-yl)ethoxy)thiophene-2-carboxylic acid FC(C1=CC(=C(S1)C(=O)O)OCCN1CCN(CC1)C)F